borinate B[O-]